2-chloro-5-{[(3-hydroxy-2,2-dimethylpropanoyl)amino]methyl}-N-[1-(6-methoxypyridin-3-yl)-1H-indazole-4-yl]benzamide ClC1=C(C(=O)NC2=C3C=NN(C3=CC=C2)C=2C=NC(=CC2)OC)C=C(C=C1)CNC(C(CO)(C)C)=O